C(CC)C(=C)C(=C)CCC 2,3-di-n-propyl-1,3-butadiene